O1C2=C(OCC1C=1N[C@@H]([C@H](N1)[2H])[2H])C=C(C=C2)[2H] (4R,5R)-2-(2,3-dihydrobenzo[b][1,4]dioxin-2-yl-6-d)-4,5-dihydro-1H-imidazole-4,5-d2